FC(C1=C(C=C2CCCN(C2=C1)C=1C=2C=C(C(N(C2C=C(C1)OC)C)=O)C)C=1C=CC(=NC1)C(=O)NCCC#CC1=C2CN(C(C2=CC=C1)=O)C1C(NC(CC1)=O)=O)F 5-(7-(Difluoromethyl)-7'-methoxy-1',3'-dimethyl-2'-oxo-1',2',3,4-tetrahydro-2H-[1,5'-biquinolin]-6-yl)-N-(4-(2-(2,6-dioxopiperidin-3-yl)-1-oxoisoindolin-4-yl)but-3-yn-1-yl)picolinamide